ClC1=C(C=CC=C1Cl)SC=1C=2N(C(=NC1C)N1CCC(CC1)(N)C)C=CN2 1-(8-((2,3-dichlorophenyl)thio)-7-methylimidazo[1,2-c]pyrimidin-5-yl)-4-methylpiperidin-4-amine